S1SSSSS1 hexathiane